BrC=1C=C2C(=CN(C2=CC1)CC(=O)NNC(NC1=CC=CC2=CC=CC=C12)=S)C1=N[C@H]([C@@H](NC1=O)C1=CC=CC=C1)C1=CC=CC=C1 2-(2-(5-bromo-3-((5S,6S)-3-oxo-5,6-diphenyl-3,4,5,6-tetrahydropyrazin-2-yl)-1H-indol-1-yl)acetyl)-N-(naphthalen-1-yl)hydrazinethiocarboxamide